CC1=C(C(=C2N1C=CN=C2N=C(C2=CC=CC=C2)C2=CC=CC=C2)C2=CC=C(C=C2)OC2=NC=CC=N2)C2=CC=C(C=C2)[N+](=O)[O-] N-(6-methyl-7-(4-nitrophenyl)-8-(4-(pyrimidin-2-yloxy)phenyl)pyrrolo[1,2-a]pyrazin-1-yl)-1,1-diphenylmethanimine